C(C)NC(CCCCCCC\C=C/CCCCCCCC)=O oleic acid ethylamide